calcium aspartate salt N[C@@H](CC(=O)[O-])C(=O)[O-].[Ca+2]